1-cyanoethyl-2-cyanoethyl-methylimidazole C(#N)C(C)C1=C(N=C(N1)C)CCC#N